C(C=C)(=O)O.C(C=C)(=O)[O-].[Na+] sodium acrylate, Acrylic acid salt